tert-butyl-[(2S)-1-{4-[2-(2-ethoxyethoxy)ethoxy]phenyl}-3-hydroxypropan-2-yl]carbamate C(C)(C)(C)OC(N[C@@H](CC1=CC=C(C=C1)OCCOCCOCC)CO)=O